N=1C=NN2C1C=CC(=C2)C2=CNC=1N=C(N=C(C12)OC)NC1CC(C1)(C)NC(CC)=O N-((1s,3s)-3-((5-([1,2,4]triazolo[1,5-a]pyridin-6-yl)-4-methoxy-7H-pyrrolo[2,3-d]pyrimidin-2-yl)amino)-1-methylcyclobutyl)propionamide